O.[OH-].[Li+].FC(C=1C(=NC=C(C1)C(F)(F)F)CC(=O)O)(F)F 2-[3,5-Bis(trifluoromethyl)-2-pyridyl]acetic acid Lithium hydroxide monohydrate